8-(4-Ethyl-3-(hydroxymethyl)-5-oxo-4,5-dihydro-1H-1,2,4-triazol-1-yl)-7-fluoro-1-isopropyl-3-(o-tolyl)-4H-quinolizin-4-one C(C)N1C(=NN(C1=O)C=1C(=CN2C(C(=CC(=C2C1)C(C)C)C1=C(C=CC=C1)C)=O)F)CO